(2,2'-dimethyl-[1,1'-biphenyl]-3,3'-diyl)bis(5-(hydroxymethyl)-2-pyridineamide) CC1=C(C=CC=C1C=1C(=NC=C(C1)CO)C(=O)N)C1=C(C(=CC=C1)C=1C(=NC=C(C1)CO)C(=O)N)C